ClC=1C=CC(=NC1CO)C1=CC(=C(C(=O)NC2=C(C=CC=C2F)Cl)C=C1F)O[C@H](C(F)(F)F)C (S)-4-(5-Chloro-6-(hydroxymethyl)pyridin-2-yl)-N-(2-chloro-6-fluorophenyl)-5-fluoro-2-((1,1,1-trifluoropropan-2-yl)oxy)benzamide